BrC1=NC=C(N=C1CBr)Cl 2-bromo-3-(bromomethyl)-5-chloropyrazine